CN(C)CCN(CCNC(\C=C/C(=O)N(CCO)CCO)=O)C (2Z)-4-[(2,5-dimethyl-2,5-diazahept-7-yl)amino]-N,N-bis(2-hydroxyethyl)-4-oxobut-2-enamide